2-fluoro-4-((3-((3R-4S)-3-hydroxytetrahydro-2H-pyran-4-yl)-7,8-dimethyl-4-oxo-3,4-dihydroquinazolin-6-yl)methyl)-N-(3-methoxypropyl)benzamide FC1=C(C(=O)NCCCOC)C=CC(=C1)CC=1C=C2C(N(C=NC2=C(C1C)C)[C@@H]1[C@H](COCC1)O)=O